BrC1=CC=C(C=C1)C=1N(C(=CN1)C(F)(F)F)CC1=C(OCCC[C@H](CC(=O)OCC)C)C=CC=C1 ethyl (3R)-6-(2-((2-(4-bromophenyl)-5-(trifluoromethyl)-1H-imidazol-1-yl)methyl)phenoxy)-3-methylhexanoate